mono-isoundecyl malonate C(CC(=O)[O-])(=O)OCCCCCCCCC(C)C